(1,4-diazabicyclo[3.2.2]nonan-4-yl)(3-(5-chloro-2-fluorophenyl)-4,7-dihydropyrano[3,4-c]pyrazol-1(5H)-yl)meth-anone N12CCN(C(CC1)CC2)C(=O)N2N=C(C1=C2COCC1)C1=C(C=CC(=C1)Cl)F